CC1CCC(C(C1)SC[C@H](N)C(=O)OCC1=CC=CC=C1)=C(C)C benzyl S-(5-methyl-2-(propan-2-ylidene)cyclohexyl)cysteinate